aminoethanimidamide dihydrochloride Cl.Cl.NCC(N)=N